N-(2-(1-((2-(2,6-dioxopiperidin-3-yl)-6-fluoro-1-oxoisoindolin-5-yl)methyl)piperidin-4-yl)-5-(2-hydroxypropan-2-yl)benzo[d]oxazol-6-yl)-6-(trifluoromethyl)picolinamide O=C1NC(CCC1N1C(C2=CC(=C(C=C2C1)CN1CCC(CC1)C=1OC2=C(N1)C=C(C(=C2)NC(C2=NC(=CC=C2)C(F)(F)F)=O)C(C)(C)O)F)=O)=O